Methyl 3-methyl-2-(3-methylisoxazol-5-yl)butanoate CC(C(C(=O)OC)C1=CC(=NO1)C)C